C(#N)C1=C(C=C(NC=2C(=C(C=3C(C4=CC=CC=C4C(C3C2F)=O)=O)F)OCCCCCCCC)C=C1)Cl 3-(4-cyano-3-chloroanilino)-2-octyloxy-1,4-difluoroanthraquinone